1-(6-bromopyridin-2-yl)piperazine hydrochloride Cl.BrC1=CC=CC(=N1)N1CCNCC1